propenyl-pentaerythritol C(=CC)C(O)C(CO)(CO)CO